FC([C@@H]1NCC1)F (2R)-2-(difluoromethyl)azetidine